2-((2-(trans-4-hydroxycyclohexyl)-6-cyclopropylmethoxy-2H-indazol-5-yl)carbamoyl)-6-methylpyridine 1-oxide O[C@@H]1CC[C@H](CC1)N1N=C2C=C(C(=CC2=C1)NC(=O)C1=[N+](C(=CC=C1)C)[O-])OCC1CC1